C(#N)COC(CC1=CC=CC=C1)=O 2-phenylacetic acid cyanomethyl ester